1-(3-chloropyridin-2-yl)-3-(thietin-3-yloxy)-4,5-dihydro-1H-pyrazole-5-carboxylic acid ethyl ester C(C)OC(=O)C1CC(=NN1C1=NC=CC=C1Cl)OC1=CSC1